5-[1-(5-amino-2-pyridyl)-3-(trifluoromethyl)pyrazol-4-yl]-N-[3-chloro-4-(1,4-diazepane-1-carbonyl)phenyl]-1-methyl-imidazole-2-carboxamide NC=1C=CC(=NC1)N1N=C(C(=C1)C1=CN=C(N1C)C(=O)NC1=CC(=C(C=C1)C(=O)N1CCNCCC1)Cl)C(F)(F)F